C1(CCC1)C1=CC=C(C=C1)N1N=C2CCNC[C@@H]3C2=C1CCN3C(=O)OC(C)(C)C |o1:17| tert-butyl (S or R)-2-(4-cyclobutylphenyl)-2,3,4,5a,6,7,8,9-octahydro-5H-1,2,5,7-tetraazabenzo[cd]azulene-5-carboxylate